C(C)(C)(C)OC(=O)N1C(CCC1)C=1C=NC2=C(N=CC=C2C1)NC=1C(=C(C=CC1)C1=C(C(=CC=C1)C=1OC2=C(N1)C=C(C=C2C#N)C=O)C)Cl 2-(8-(2-chloro-3'-(7-cyano-5-formylbenzo[d]oxazol-2-yl)-2'-methylbiphenyl-3-ylamino)-1,7-naphthyridin-3-yl)pyrrolidine-1-carboxylic acid tert-butyl ester